C(CCCCCCCC)[N+](CCCC)(CCCC)CCCC nonyltributylammonium